[C@H]12CN(C[C@H](CC1)N2)C2=NC(=CC1=C(C(=CC=C21)C=2C=C(N)C=C(C2C2CC2)Cl)F)OC[C@]21CCCN1C[C@@H](C2)F 3-(1-((1R,5S)-3,8-diazabicyclo[3.2.1]octan-3-yl)-5-fluoro-3-(((2R,7aS)-2-fluorotetrahydro-1H-pyrrolizin-7a(5H)-yl)methoxy)isoquinolin-6-yl)-5-chloro-4-cyclopropylaniline